[1,1'-biphenyl]-4-yl-lithium C1(=CC=C(C=C1)[Li])C1=CC=CC=C1